C(CCCCC)OC(C1=C(C=CC=C1)C(C1=C(C=C(C=C1)N(CC)CC)O)=O)=O (4-diethylamino-2-hydroxy-benzoyl)-benzoic acid hexyl ester